bis(4-hydroxyphenyl)-3-hydroxyphenylmethane OC1=CC=C(C=C1)C(C1=CC(=CC=C1)O)C1=CC=C(C=C1)O